OC=1C=C(C=CC1)/C=C/C(=O)C1=C(C(=C(C=C1)O)O)O (E)-3-(3-hydroxyphenyl)-1-(2,3,4-trihydroxyphenyl)prop-2-en-1-one